9-(2-naphthyl)-9'-phenyl-9H,9'H-3,3'-bicarbazole C1=C(C=CC2=CC=CC=C12)N1C2=CC=CC=C2C=2C=C(C=CC12)C=1C=CC=2N(C3=CC=CC=C3C2C1)C1=CC=CC=C1